C(C)[C@]1(C(OCC=2C(N3CC=4C(=NC=5C=C(C(=C6C5C4[C@H](CC6)NC(CCO)=O)C)F)C3=CC21)=O)=O)O N-((1S,9S)-9-ethyl-5-fluoro-9-hydroxy-4-methyl-10,13-dioxo-2,3,9,10,13,15-hexahydro-1H,12H-benzo[de]pyrano[3',4':6,7]indolizino[1,2-b]quinolin-1-yl)-3-hydroxypropanamide